4-[[3-[5-chloro-4-(cyanomethoxy)-2-fluorophenyl]imidazo[1,2-a]pyrazin-8-yl]amino]-2-methyl-benzoic acid ClC=1C(=CC(=C(C1)C1=CN=C2N1C=CN=C2NC2=CC(=C(C(=O)O)C=C2)C)F)OCC#N